CN1C(N(C2=C1C=NC=1C=CC(=CC21)C2=CC=C(C=C2)C)C=2C(=NC=NC2)C)=N 3-Methyl-1-(4-methylpyrimidin-5-yl)-8-(p-tolyl)-1,3-dihydro-2H-imidazo[4,5-c]quinolin-2-imine